iron (III) 8-hydroxyquinolate OC=1C=CC=C2C=CC(=NC12)C(=O)[O-].[Fe+3].OC=1C=CC=C2C=CC(=NC12)C(=O)[O-].OC=1C=CC=C2C=CC(=NC12)C(=O)[O-]